2-chloro-6-(difluoromethyl)quinoline ClC1=NC2=CC=C(C=C2C=C1)C(F)F